C(CCCN1N=C(C=C1C(=O)NC1=CC(=CC=C1)Cl)C1=CC=NC=C1)N1N=C(C=C1C(=O)NC1=CC(=CC=C1)Cl)C1=CC=NC=C1 1,1'-(butane-1,4-diyl)bis(N-(3-chlorophenyl)-3-(pyridin-4-yl)-1H-pyrazole-5-carboxamide)